4,7-dichloro-1-(2-chlorophenyl)-3-nitroquinolin-2(1H)-one ClC1=C(C(N(C2=CC(=CC=C12)Cl)C1=C(C=CC=C1)Cl)=O)[N+](=O)[O-]